[Br].FC(F)(F)[S] trifluoromethyl-sulfur bromine